O=C1NC(CC[C@H]1NC1=CC(=C(C=C1)C1CCN(CC1)C(=O)OC(C)(C)C)F)=O tert-butyl 4-(4-(((3R)-2,6-dioxopiperidin-3-yl)amino)-2-fluorophenyl)piperidine-1-carboxylate